1,3-dichloro-5-chloromethylbenzene ClC1=CC(=CC(=C1)CCl)Cl